CC1(OB(OC1(C)C)C=1C=C(C(=O)NC2=CC=C(C=C2)CS(=O)(=O)C2=CC=C(C)C=C2)C=CC1)C 3-(4,4,5,5-tetramethyl-1,3,2-dioxaborolan-2-yl)-N-(4-(tosylmethyl)phenyl)benzamide